methyl 5-benzyl-3-((1-isopropyl-3-methyl-1H-pyrazole-5-carboxamido)methyl)-4,5-dihydroisoxazole-5-carboxylate C(C1=CC=CC=C1)C1(CC(=NO1)CNC(=O)C1=CC(=NN1C(C)C)C)C(=O)OC